(2S,4S)-4-methoxy-pyrrolidine-2-carboxylic acid {4-[4-(6-fluoro-2-oxo-1,2-dihydro-quinolin-3-yl)-[1,2,3]triazol-1-yl]-phenyl}-methyl-amide FC=1C=C2C=C(C(NC2=CC1)=O)C=1N=NN(C1)C1=CC=C(C=C1)N(C(=O)[C@H]1NC[C@H](C1)OC)C